ClC=1C(=C(NC=2C3=C(N=CN2)C=CC(=N3)O[C@@H]3CN(CC3)C(=O)OC(C)(C)C)C=CC1OCC1CCOCC1)F tert-butyl (3S)-3-[4-[3-chloro-2-fluoro-4-(tetrahydropyran-4-ylmethoxy)anilino]pyrido[3,2-d]pyrimidin-6-yl]oxypyrrolidine-1-carboxylate